C(C)(=O)ON([C@@H](CC1=CC=CC=C1)C(=O)O)C acetoxy-N-methyl-L-phenylalanine